FC1=C(C=CC(=C1)F)[C@@](CN1N=CN=C1)([C@@H](C)C1=NC=NC=C1F)O (2R,3S)-2-(2,4-difluorophenyl)-3-(5-fluoro-4-pyrimidinyl)-1-(1H-1,2,4-triazole-1-yl)-2-butanol